oxaheptadecanoic acid C(OCCCCCCCCCCCCCCC)(=O)O